N1N=CC(=C1)C=1C=C(OC2=NN=CS2)C=CC1 5-[3-(1H-pyrazol-4-yl)phenoxy]-1,3,4-thiadiazol